6-fluoro-4,4-dimethyl-3,4-dihydroquinolin-2(1H)-one FC=1C=C2C(CC(NC2=CC1)=O)(C)C